ClC1=C(C=CC=C1F)CC(=O)NC1=CC(=NC=C1)N(C(C)=O)C1=CC(=CC(=C1)F)F N-{4-[2-(2-chloro-3-fluorophenyl)acetamido]pyridin-2-yl}-N-(3,5-difluorophenyl)acetamide